1,1-dibutylurea C(CCC)N(C(=O)N)CCCC